tert-butyl 4-(2-oxo-5-(trifluoromethyl)-2,3-dihydro-1H-benzo[d]imidazole-1-yl)piperidine-1-carboxylate O=C1NC2=C(N1C1CCN(CC1)C(=O)OC(C)(C)C)C=CC(=C2)C(F)(F)F